C1=C(C=CC=2C3=CC=CC=C3C3(C12)C1=CC=CC=C1C=1C=CC=CC13)C1=CC(=CC3=C1OC1=C3C=CC=C1)Br 4-(9,9'-spirobifluorene-2-yl)-2-bromodibenzo[b,d]furan